C(CCS(=O)(=O)[O-])S(=O)(=O)[O-] 1,3-propanedisulfonate